COC(=O)N1[C@H](CCC2=C3C(=CC=C12)N(C(=N3)C[C@H](C(=O)O)C3=CC=CC=C3)C)C (2S)-3-[(7S)-6-(methoxycarbonyl)-3,7-dimethyl-3H,6H,7H,8H,9H-imidazo[4,5-f]quinolin-2-yl]-2-phenylpropanoic acid